bis(2,4-di-tert-butylphenyl)-4-phenyl-phenylphosphinate C(C)(C)(C)C1=C(C=CC(=C1)C(C)(C)C)C=1C(=C(C=CC1C1=CC=CC=C1)P([O-])=O)C1=C(C=C(C=C1)C(C)(C)C)C(C)(C)C